2-(3-(2-aminoethoxy)propanamido)-N-(4,5-dimethylthiazol-2-yl)benzamide NCCOCCC(=O)NC1=C(C(=O)NC=2SC(=C(N2)C)C)C=CC=C1